COC(C(CCN1C(N(C2=C1C=C(C=C2)NC2=C(C(=NC(=C2)C(NC)=O)Cl)C#N)C)=O)C)=O 4-[6-[[2-chloro-3-cyano-6-(methylcarbamoyl)-4-pyridinyl]amino]-3-methyl-2-oxo-benzoimidazol-1-yl]-2-methyl-butanoic acid methyl ester